FC(C1=CC=C(OC=2C=C(OCCCC(=O)O)C=CC2)C=C1)(F)F 4-[3-{4-(trifluoromethyl)phenoxy}phenoxy]butanoic acid